COC=1C=C(OC=2C=C(CC#N)C=CC2)C=CC1 3-(3-methoxyphenoxy)benzyl cyanide